C1(=C(C=CC=C1)NC(=S)NC(=O)NCCCC1=CC=C(C=C1)C1=NN(C=N1)C1=CC=C(C=C1)OC(F)(F)F)C 1-(o-tolylcarbamothioyl)-3-[3-[4-[1-[4-(trifluoromethoxy)phenyl]-1H-1,2,4-triazol-3-yl]phenyl]propyl]urea